(R)-4-(2-(cyclopentanecarboxamido)pyridin-4-yl)-2-fluoro-N-(1-(3-fluorophenyl)ethyl)-5-nitrobenzamide C1(CCCC1)C(=O)NC1=NC=CC(=C1)C1=CC(=C(C(=O)N[C@H](C)C2=CC(=CC=C2)F)C=C1[N+](=O)[O-])F